C(C#CC)N1N=C2C(N(C(C=C2N2[C@H](CN[C@@H](C2)C)C)=O)C)=C1 2-(but-2-yn-1-yl)-7-((2s,5r)-2,5-dimethylpiperazin-1-yl)-4-methyl-2,4-dihydro-5H-pyrazolo[4,3-b]Pyridin-5-one